C[C@@]12OO[C@]34[C@@H](CC1)[C@@H](CC[C@H]3[C@H]([C@@H](O[C@@H]4O2)OC2=CC=CC=C2)C)C (3R,5aS,6R,8aS,9R,10R,12R,12aR)-3,6,9-trimethyl-10-phenoxydecahydro-12H-3,12-epoxypyrano[4,3-j][1,2]benzodioxepine